(R)-4-(2-(1H-pyrazol-3-yl)-6,7,8,9-tetrahydro-1,3,7,9a-tetraazabenzo[cd]azulene-4-yl)-3-methylmorpholine N1N=C(C=C1)C1=NN2CCNCC=3C2=C1N=C(C3)N3[C@@H](COCC3)C